ClC1=NN(C2=CC=C(C=C12)COC=1C=C2CCCC(C2=CC1)=O)C(C)C 6-(3-chloro-1-isopropyl-1H-indazol-5-ylmethoxy)-3,4-dihydro-2H-Naphthalen-1-one